Cl.N[C@@H]1C=CCC1 (1R,3S)-3-amino-1-cyclopentene hydrochloride